(5R)-5-(4-{[(2-fluorophenyl)methyl]oxy}phenyl)-L-prolinamide hydrochloride salt Cl.FC1=C(C=CC=C1)COC1=CC=C(C=C1)[C@H]1CC[C@H](N1)C(=O)N